OC1=C(C(=O)[C@@H]2[C@H](CC(=C[C@H]2C=2C(=C3C(C4(C(OC3=CC2O)(C2=C(O4)C=C(C=C2)O)CC=C(C)C)O)=O)O)C)C2=C(C=C(C=C2)O)O)C=CC(=C1)O 2-[(1R,5S,6R)-6-(2,4-Dihydroxybenzoyl)-5-(2,4-dihydroxyphenyl)-3-methylcyclohex-2-en-1-yl]-1,3,8,10a-tetrahydroxy-5a-(3-methylbut-2-enyl)-[1]benzofuro[3,2-b]chromen-11-one